5-[[1-[2-Oxo-2-[(2S,4S)-2-cyano-4-fluoro-pyrrolidin-1-yl]ethyl]-4-piperidyl]amino]chinolin-2-carbonitril O=C(CN1CCC(CC1)NC1=C2C=CC(=NC2=CC=C1)C#N)N1[C@@H](C[C@@H](C1)F)C#N